COC(C([N+]#[C-])C1=CNC2=CC=CC=C12)=O 2-ISOCYANO-(INDOL-3-YL)-ACETIC ACID METHYL ESTER